(Z)-2-(4-(7-((dimethylamino)methylene)-5-oxo-5,7-dihydrofuro[3,4-b]pyridin-2-yl)-1-methyl-1H-pyrazol-5-yl)benzo[b]thiophene-3-carbonitrile CN(C)\C=C\1/OC(C=2C1=NC(=CC2)C=2C=NN(C2C2=C(C1=C(S2)C=CC=C1)C#N)C)=O